2,3-dichlorophenylalanine ClC1=C(C[C@H](N)C(=O)O)C=CC=C1Cl